Methyl (1-cyclobutyl-2-((S)-3-(((S)-1-(cyclopropylamino)-6,6-difluoro-1,2-dioxoheptan-3-yl)carbamoyl)-2-azaspiro[4.5]decan-2-yl)-2-oxoethyl)carbamate C1(CCC1)C(C(=O)N1CC2(C[C@H]1C(N[C@H](C(C(=O)NC1CC1)=O)CCC(C)(F)F)=O)CCCCC2)NC(OC)=O